C(C)(=O)OC1=C(C(=CC=C1F)NC(C1=C(C=CC(=C1)NC(=O)[C@@H]1C([C@H]1C1=CC(=CC(=C1)Cl)Cl)(Cl)Cl)Cl)=O)F trans-3-(2-chloro-5-(2,2-dichloro-3-(3,5-dichlorophenyl) cyclopropane-1-carboxamido) benzamido)-2,6-difluorophenyl acetate